tert-butyl (1-(3-cyano-2-oxo-4-(6-azaspiro[2.5]octane-6-yl)-1,2-dihydro-1,7-naphthyridin-6-yl) azetidin-3-yl)carbamate C(#N)C=1C(NC2=CN=C(C=C2C1N1CCC2(CC2)CC1)N1CC(C1)NC(OC(C)(C)C)=O)=O